ClC=1C=CC=C2C=C(N(C(C12)=O)C1=CC=CC=C1)[C@H](C)NC=1C2=C(N=CN1)NC=CC2=O (S)-4-((1-(8-chloro-1-oxo-2-phenyl-1,2-dihydroisoquinolin-3-yl)ethyl)amino)pyrido[2,3-d]pyrimidin-5(8H)-one